NC1=C(C(=O)N)C=CC(=C1)C(=O)N1CCCCC1 2-amino-4-(piperidine-1-carbonyl)benzamide